N-cyclopentyl-2-(6-methylpyridin-3-yl)-benzo[d]thiazole-6-carboxamide C1(CCCC1)NC(=O)C1=CC2=C(N=C(S2)C=2C=NC(=CC2)C)C=C1